C1(NNNCCCCCCCCCCC1)=O triazacyclopentadecanon